ClC=1C=C(C(=O)NCC2=NC=C3C=CC(=NC3=C2)C2=NC(=CC(=C2)F)N2C[C@@H](O[C@@H](C2)C)C)C=C(C1)S(=O)(=O)C(F)F 3-chloro-5-((difluoromethyl)sulfonyl)-N-((2-(6-((cis)-2,6-dimethylmorpholino)-4-fluoropyridin-2-yl)-1,6-naphthyridin-7-yl)methyl)benzamide